N=1N(N=CC1)C1CN(CCC1)C=1C2=C(N=C(N1)OCC13CCCN3CCC1)CN(CC2)C2=CC=CC1=CC=CC(=C21)CC 4-(3-(2H-1,2,3-triazol-2-yl)piperidin-1-yl)-7-(8-ethylnaphthalen-1-yl)-2-((tetrahydro-1H-pyrrolizin-7a(5H)-yl)methoxy)-5,6,7,8-tetrahydropyrido[3,4-d]pyrimidine